C(C1=CC=CC=C1)N1C(C2=C(C(C1([2H])[2H])([2H])[2H])C=NO2)([2H])[2H] 6-benzyl-4,4,5,5,7,7-hexadeuterio-isoxazolo[5,4-c]pyridin